CN1CCC2CNCCC21 1-methyl-2,3,3a,4,5,6,7,7a-octahydropyrrolo[3,2-c]pyridine